C(C)C1NC2=CC=C(C=C2NC1=O)CN1CCN(CC1)C=1C=CC(=NC1)C(=O)NC 5-(4-((2-Ethyl-3-oxo-1,2-dihydro-quinoxalin-6-yl)methyl)piperazin-1-yl)-N-methylpyridine-2-Formamide